Di-n-Octyl Phthalate CCCCCCCCOC(=O)C1=CC=CC=C1C(=O)OCCCCCCCC